CC(=O)NC1=CC=C(C=C1)NC(=O)COC2=CC3=C(C=C2)N4C5=C3C=CN=C5C6=CC=CC=C6C4=O N-(4-acetamidophenyl)-2-((8-oxo-8H-benzo[c]indolo[3,2,1-ij][1,5]naphthyridin-12-yl)oxy)acetamide